1-(2-chlorophenyl)-5-(pyridin-2-yl)-1H-pyrazol ClC1=C(C=CC=C1)N1N=CC=C1C1=NC=CC=C1